N1N=CC(=C1)C=1C=NC2=CC=C(C=C2N1)C(=O)C=1C(=C(C=CC1F)NC(C1=CC(=CC=C1)F)=O)F N-(3-(3-(1H-pyrazol-4-yl)quinoxaline-6-carbonyl)-2,4-difluorophenyl)-3-fluorobenzamide